O=C1NC(CCC1C=1C(=C2C(NC(C2=CC1)=O)=O)NCC(=O)N1CCN(CC1)C1=CC=C(C=C1)NC1=NN2C(C=CC=C2C2=CC=C(C=C2)S(=O)(=O)C)=N1)=O (2,6-dioxo-piperidin-3-yl)-4-[2-(4-{4-[5-(4-methanesulfonyl-phenyl)-[1,2,4]triazolo[1,5-a]pyridin-2-ylamino]-phenyl}-piperazin-1-yl)-2-oxo-ethylamino]-isoindole-1,3-dione